C(C)C1=NN=C2N1C1=C(C(=C(C=C1NC2(C)C)F)C=2C=C(C=C1C=CNC21)F)F 1-ethyl-7,9-difluoro-8-(5-fluoro-1H-indol-7-yl)-4,4-dimethyl-5H-[1,2,4]triazolo[4,3-a]quinoxaline